6-methoxypicoline COC1=CC=CC(=N1)C